ClC1=C(C(=CC=C1)F)N1N=C2C(=CC1=O)NN=C2C=2C=NC(=CC2)N2CCN(CC2)C 5-(2-chloro-6-fluorophenyl)-3-(6-(4-methylpiperazin-1-yl)pyrid-3-yl)-1H-pyrazolo[4,3-c]pyridazin-6(5H)-one